(7-hydroxy-4-azaspiro[2.5]octan-4-yl)(4,5,6,7-tetrahydropyrazolo[1,5-a]pyrazin-3-yl)methanone hydrochloride Cl.OC1CCN(C2(CC2)C1)C(=O)C=1C=NN2C1CNCC2